C(C)(C)(C)OC(=O)NCCSC1=NC(=C2C(=N1)N(N=C2)C)NCC2=CC=C(C=C2)S(=O)(=O)N 4-((6-(2-Tert-butoxycarbonylaminoethylsulfanyl)-1-methyl-1H-pyrazolo[3,4-d]pyrimidin-4-yl)aminomethyl)benzenesulfonamide